(S)-6'-hydroxy-3',4'-dihydro-1'H-spiro[cyclopentane-1,2'-naphthalene] OC=1C=C2CCC3(CC2=CC1)CCCC3